N-(3-(1-(2,6-Dioxopiperidin-3-yl)-4-methyl-1H-indazol-6-yl)prop-2-yn-1-yl)-5-(8-(7-ethyl-1,3-dimethyl-2-oxo-1,2-dihydroquinolin-5-yl)isoquinolin-3-yl)picolinamide O=C1NC(CCC1N1N=CC2=C(C=C(C=C12)C#CCNC(C1=NC=C(C=C1)C=1N=CC2=C(C=CC=C2C1)C1=C2C=C(C(N(C2=CC(=C1)CC)C)=O)C)=O)C)=O